potassium (R)-((3-(difluoromethyl)-4-isobutylpiperazin-1-yl)methyl)trifluoroborate FC([C@H]1CN(CCN1CC(C)C)C[B-](F)(F)F)F.[K+]